CS(=O)(=O)C1=NC=2N(C(=N1)NCC1=NN=C(N1)C1=CC=CC=C1)N=CC2C(C)C 2-(methanesulfonyl)-N-[(5-phenyl-4H-1,2,4-triazol-3-yl)methyl]-8-(propan-2-yl)pyrazolo[1,5-a][1,3,5]triazin-4-amine